2-(5-bromo-1-benzofuran-2-yl)-3-(methylamino)imidazo[1,2-a]pyridine-7-carbonitrile BrC=1C=CC2=C(C=C(O2)C=2N=C3N(C=CC(=C3)C#N)C2NC)C1